COC1=C(C=C(C(=O)[O-])C=C1)C(F)(F)F 4-methoxy-3-(trifluoromethyl)benzoate